C(C)(C)(C)OC(=O)N1S(C2=C(C1)C=C(C=C2)Br)(=O)=O 5-bromobenzo[d]isothiazole-2(3H)-carboxylic acid tert-butyl ester 1,1-dioxide